CN1C=NC2=C1C=CC=C2 1-methylbenzimidazol